N-(5-(5-aminobenzo[d]oxazol-2-yl)-8-(methylamino)-2,7-naphthyridin-3-yl)cyclopropanecarboxamide NC=1C=CC2=C(N=C(O2)C2=C3C=C(N=CC3=C(N=C2)NC)NC(=O)C2CC2)C1